2-(2-(2-isopropylphenyl)-4-(4-methoxyphenylethyl)piperazin-1-yl)-7-azaspiro[3.5]nonane C(C)(C)C1=C(C=CC=C1)C1N(CCN(C1)CCC1=CC=C(C=C1)OC)C1CC2(C1)CCNCC2